9-benzyl-8-(2,6-dimethyl-4-(2-(4-methylpiperazin-1-yl)ethoxy)phenyl)-6-(1-methyl-cyclopropoxy)-9H-purine C(C1=CC=CC=C1)N1C2=NC=NC(=C2N=C1C1=C(C=C(C=C1C)OCCN1CCN(CC1)C)C)OC1(CC1)C